ClC=1C=C(C=C(C1)Cl)C1=CC(=CC(=C1)CN1CCN(CC1)C1=CC=NC=C1)CN1CCC(CC1)CNC(C)=O N-((1-((3',5'-dichloro-5-((4-(pyridin-4-yl)piperazin-1-yl)methyl)-[1,1'-biphenyl]-3-yl)methyl)piperidin-4-yl)methyl)acetamide